ethyl-silicate C(C)O[Si]([O-])([O-])[O-]